tert-butyl 3-(4-(but-3-yn-2-ylcarbamoyl) piperazin-1-yl)azetidine-1-carboxylate CC(C#C)NC(=O)N1CCN(CC1)C1CN(C1)C(=O)OC(C)(C)C